N-[4-[2-[1-ethyl-3-(trifluoromethyl)pyrazol-4-yl]-6-oxo-1H-pyridin-4-yl]-2-pyridinyl]acetamide C(C)N1N=C(C(=C1)C=1NC(C=C(C1)C1=CC(=NC=C1)NC(C)=O)=O)C(F)(F)F